(1S,2S)-1-(Boc-amino)-2-aminocyclohexane C(=O)(OC(C)(C)C)N[C@@H]1[C@H](CCCC1)N